(R)-N-ethyl-N-(2,2,2-trifluoro-1-(4-fluorophenyl)ethyl)-3H-imidazo[4,5-b]pyridine-6-sulfonamide C(C)N(S(=O)(=O)C=1C=C2C(=NC1)NC=N2)[C@@H](C(F)(F)F)C2=CC=C(C=C2)F